2-formyl-spiro[5,7-dihydrocyclopenta[b]pyridine-6,4'-piperidine] C(=O)C1=CC=C2C(=N1)CC1(CCNCC1)C2